(4S)-5,5-difluoro-3-methanesulfonyl-1-(prop-2-yloxy)-4H,5H,6H-cyclopenta[c]thiophen-4-ol FC1([C@H](C=2C(=C(SC2S(=O)(=O)C)OC(C)C)C1)O)F